CC=1N=CSC1C1(NC(NC1=O)=O)CNC(=O)C=1C(=CC=CC1)C1=CC=C(C=C1)C(F)(F)F N-{[4-(4-methyl-1,3-thiazol-5-yl)-2,5-dioxoimidazolidin-4-yl]methyl}-4'-(trifluoromethyl)[biphenyl]-2-carboxamide